5-(bis(cyclopropylmethyl)amino)-1-(2-((2-(3-chloro-2-fluorophenylmethylamino)-2-oxoethyl)(cyclopropyl)amino)-2-oxoethyl)-1H-indazole-3-carboxamide C1(CC1)CN(C=1C=C2C(=NN(C2=CC1)CC(=O)N(C1CC1)CC(=O)NCC1=C(C(=CC=C1)Cl)F)C(=O)N)CC1CC1